Di-Natrium Citrat C(CC(O)(C(=O)O)CC(=O)[O-])(=O)[O-].[Na+].[Na+]